O1CCC(=CC1)C1=NC=C2N1C=C(NC2=O)C 3-(3,6-dihydro-2H-pyran-4-yl)-6-methylimidazo[1,5-a]pyrazin-8(7H)-one